(5RS)-2-[4-Fluoro-3-(trifluoromethyl)benzyl]-5-(pyrrolidin-1-ylcarbonyl)-5,6,7,8-tetrahydro[1,2,4]triazolo[4,3-a]pyridin-3(2H)-on FC1=C(C=C(CN2N=C3N([C@H](CCC3)C(=O)N3CCCC3)C2=O)C=C1)C(F)(F)F |r|